(1S,2S,3S)-2-hydroxycyclohexane-1,3-dicaffeamide OC1[C@@H](CCC[C@H]1C1=CC(=C(C=C1/C=C/C(=O)N)O)O)C1=CC(=C(C=C1/C=C/C(=O)N)O)O